OC(C(C)=O)CC=C(C)CCC=C(C)CCC=C(C)C hydroxy-farnesylacetone